1-isopropyl-5-(4,4,5,5-tetramethyl-1,3,2-dioxaborolan-2-yl)-1H-benzo[d]imidazole C(C)(C)N1C=NC2=C1C=CC(=C2)B2OC(C(O2)(C)C)(C)C